6-(3-Methylimidazo[4,5-c]pyridin-7-yl)-5-methylsulfanyl-3-(4-morpholinoanilino)pyrazine CN1C=NC2=C1C=NC=C2C2=C(N=C(C=N2)NC2=CC=C(C=C2)N2CCOCC2)SC